(R)-1-(1-(3-chloro-phenyl)-2-hydroxy-ethyl)-3-(1-(2-(phenylamino)pyridin-4-yl)-1H-pyrazol-4-yl)urea ClC=1C=C(C=CC1)[C@H](CO)NC(=O)NC=1C=NN(C1)C1=CC(=NC=C1)NC1=CC=CC=C1